C(C)(C)(C)OC(=O)N1CC2=C(C=C(C=C2CC1)C=C)N1CCCC2=CC(=C(C=C12)C(F)F)C1=CN(C=C1)C 8-(7-(difluoromethyl)-6-(1-methyl-1H-pyrrol-3-yl)-3,4-dihydro-quinolin-1(2H)-yl)-6-vinyl-3,4-dihydro-isoquinoline-2(1H)-carboxylic acid tert-butyl ester